3,5-bis(1,1-dimethylethyl)-4-hydroxyphenylpropanamide CC(C)(C)C=1C=C(C=C(C1O)C(C)(C)C)C(C(=O)N)C